1-(4-((5-bromopyrazin-2-yl)methoxy)-2-hydroxy-3-methylphenyl)-3,3-dimethylbutan-1-one BrC=1N=CC(=NC1)COC1=C(C(=C(C=C1)C(CC(C)(C)C)=O)O)C